CC(C#CC1=CC2=C(OC[C@@H](C(N2C)=O)NC(=O)C2=NC=CC(=C2)OC2=C(C=CC=C2)F)C=C1)(C)C (S)-N-(7-(3,3-dimethylbut-1-yn-1-yl)-5-methyl-4-oxo-2,3,4,5-tetrahydrobenzo[b][1,4]oxazepin-3-yl)-4-(2-fluorophenoxy)pyridineamide